C(O)C(C1(C(NC(N1)=O)=O)C)(CO)CO trimethyloldimethylhydantoin